6-(1-(2-(pyrrolidin-1-yl)ethyl)-1H-pyrazol-4-yl)pyrazolo[1,5-a]pyridine-3-carbonitrile N1(CCCC1)CCN1N=CC(=C1)C=1C=CC=2N(C1)N=CC2C#N